(S*)-tert-butyl 11,11-difluoro-8-(fluoromethyl)-8-hydroxy-3,4,8,9,10,11-hexahydro-1H-pyrido[4',3':3,4]pyrazolo[1,5-a]azepine-2(7H)-carboxylate FC1(C=2N(C[C@](CC1)(O)CF)N=C1C2CN(CC1)C(=O)OC(C)(C)C)F |o1:5|